N-((5-(thiophen-2-yl)-1,3,4-oxadiazol-2-yl)methyl)-2-(trifluoromethoxy)benzamide S1C(=CC=C1)C1=NN=C(O1)CNC(C1=C(C=CC=C1)OC(F)(F)F)=O